[C].C=C=C allen carbon